N-(1-(tetrahydro-2H-pyran-2-yl)-3-(1,1,1-trifluoropropan-2-yl)-1H-pyrazolo[4,3-c]pyridin-6-yl)acetamide O1C(CCCC1)N1N=C(C=2C=NC(=CC21)NC(C)=O)C(C(F)(F)F)C